C1(CC1)C1=CC=C(C=C1)CN (4-cyclopropylphenyl)methylamine